(S)-4-(1-(2,4-dimethyl-1-(3-(trifluoromethyl)benzyl)-1H-imidazole-5-carboxamido)ethyl)benzoic acid CC=1N(C(=C(N1)C)C(=O)N[C@@H](C)C1=CC=C(C(=O)O)C=C1)CC1=CC(=CC=C1)C(F)(F)F